N1=CN=C(C2=C1SC=C2)NC2=CC1=C(C(NC13CCCCC3)=O)S2 2'-(thieno[2,3-d]pyrimidin-4-ylamino)spiro[cyclohexane-1,4'-thieno[2,3-c]pyrrol]-6'(5'H)-one